CCCCOCCOCCO Butoxyethoxyethanol